7-[1-[4-(difluoromethyl)phenyl]-5-isopropyl-pyrazol-3-yl]oxy-2-tetrahydropyran-4-yl-2-azaspiro[3.5]nonane FC(C1=CC=C(C=C1)N1N=C(C=C1C(C)C)OC1CCC2(CN(C2)C2CCOCC2)CC1)F